tert-butyl (S)-(1-(3-(m-tolyl)-1,2,4-oxadiazol-5-yl)ethyl)carbamate C1(=CC(=CC=C1)C1=NOC(=N1)[C@H](C)NC(OC(C)(C)C)=O)C